FC=1C=C(C=C(C1)F)NC(C)C1=CC(=CN2C1=NC(=CC2=O)N2CCOCC2)C(=O)N2CC(CC2)N(C)C 9-(1-((3,5-difluorophenyl)amino)ethyl)-7-(3-(dimethylamino)pyrrolidine-1-carbonyl)-2-morpholino-4H-pyrido[1,2-a]pyrimidin-4-one